8-tert-butyl-6,12,17-trihydroxy-16-methyl-2,4,14,19-tetraoxahexacyclo[8.7.2.01,11.03,7.07,11.013,17]nonadecane-5,15,18-trione C(C)(C)(C)C1C23C(C(OC2OC24C3(C(C1)OC4=O)C(C4OC(C(C42O)C)=O)O)=O)O